C[C@H](C(=O)O)OC1=C(C=C(C=C1)Cl)Cl R-(+)-2-(2,4-dichlorophenoxy)propionic acid